3-sulfamoyl-4-[1-(tetrahydrofuran-3-yl)-1H-Pyrazol-4-yl]Phenyl-acetamide S(N)(=O)(=O)C=1C=C(C=CC1C=1C=NN(C1)C1COCC1)CC(=O)N